ClC=1C(=CC(=C(C(=O)NC2=CC(=NC=C2)[S@](=O)(C)=NC(OC(C)(C)C)=O)C1)N1CCC(CCC1)(F)F)C(F)(F)F tert-butyl (R)-((4-(5-chloro-2-(4,4-difluoroazepan-1-yl)-4-(trifluoromethyl)benzamido)pyridin-2-yl)(methyl)(oxo)-λ6-sulfaneylidene)carbamate